N-(4-((4-(8-fluoro-4-(methylamino)quinazolin-7-yl)piperazin-1-yl)methyl)pyridin-2-yl)butyramide FC=1C(=CC=C2C(=NC=NC12)NC)N1CCN(CC1)CC1=CC(=NC=C1)NC(CCC)=O